C(C)(C)(C)C1CCC(CC1)CN1C(N(C[C@H]1CCC)[C@H](CC1CCCCC1)CN1[C@@H](CCC1)CN1C(NC[C@H]1C(C)C)=N)=N (R)-3-((4-(tert-butyl)cyclohexyl)methyl)-1-((R)-1-cyclohexyl-3-((S)-2-(((R)-2-imino-5-isopropylimidazolidin-1-yl)methyl)pyrrolidin-1-yl)propan-2-yl)-4-propylimidazolidin-2-imine